C1(CC1)C=1C=C(C=C(C1)N1N=C(C=C1C)C)[C@H](CC(=O)OC)CN1CC2(C1)CNCC2(F)F Methyl (S)-3-(3-cyclopropyl-5-(3,5-dimethyl-1H-pyrazol-1-yl)phenyl)-4-(8,8-difluoro-2,6-diazaspiro[3.4]octan-2-yl)butanoate